tert-butyl-(3R)-3-[7-chloro-3-(2-fluoro-6-methyl-phenyl)-2-oxo-4H-pyrido[4,3-d]pyrimidin-1-yl]azepane-1-carboxylate C(C)(C)(C)OC(=O)N1C[C@@H](CCCC1)N1C(N(CC2=C1C=C(N=C2)Cl)C2=C(C=CC=C2C)F)=O